7-methylpyrazolo[1,5-a]Pyrimidine-3-carboxylic acid ethyl ester C(C)OC(=O)C=1C=NN2C1N=CC=C2C